trans-benzyl 3-amino-4-(2-methoxyethoxy)pyrrolidine-1-carboxylate N[C@@H]1CN(C[C@H]1OCCOC)C(=O)OCC1=CC=CC=C1